C1(=CC=CC=C1)C1=NC2=CC=CC=C2C(N1)=O 2-phenyl-4[3H]quinazolinone